FC=1C=C(C=CC1)C(C)(O)C1=CN=C(S1)NC([O-])=O 5-(1-(3-fluorophenyl)-1-hydroxyethyl)thiazol-2-ylcarbamate